C[C@@H]1N([C@H](CC1)C)C1=NC(=CC=C1C(=O)NS(=O)(=O)C1=CC=NN1)C1=CC(=CC(=C1)OCC(C)C)F |&1:3| 2-[(2S,SR)-2,5-dimethylpyrrolidin-1-yl]-6-(3-fluoro-5-isobutoxy-phenyl)-N-(1H-pyrazol-5-ylsulfonyl)pyridine-3-carboxamide